7-(((trifluoromethyl)sulfonyl)oxy)-4,5-dihydro-spiro[benzo[d]azepin-1,1'-cyclopropane]-3(2H)-carboxylic acid tert-butyl ester C(C)(C)(C)OC(=O)N1CC2(CC2)C2=C(CC1)C=C(C=C2)OS(=O)(=O)C(F)(F)F